C(C)(C)(C)OC([C@H](CCC(=O)NCCC1=CC=C(C=C1)I)NC(=O)N[C@@H](CCC(=O)OC(C)(C)C)C(=O)OC(C)(C)C)=O Di-tert-butyl (((S)-1-(tert-butoxy)-5-((4-iodophenethyl)amino)-1,5-dioxopentan-2-yl)carbamoyl)-L-glutamate